2,3,4,5-tetrafluoro-6-(4,4,5,5-tetramethyl-1,3,2-dioxaborolan-2-yl)aniline FC1=C(N)C(=C(C(=C1F)F)F)B1OC(C(O1)(C)C)(C)C